2,2'-Dihydroxy-4,4'-diphenyl-3,3'-biphenanthrene OC1=CC=2C=CC3=CC=CC=C3C2C(=C1C=1C(=CC=2C=CC3=CC=CC=C3C2C1C1=CC=CC=C1)O)C1=CC=CC=C1